C(CCCCCCCCCCC)(=O)[O-].C(CCCCCCCCCCC)(=O)[O-].C(CCC)[Sn+2] n-butyltin dilaurate